(3S)-8a-methyl-5,7-dioxoindolizine-3,8-dicarboxylic acid diethyl ester C(C)OC(=O)C1=CCC2(C(C(CC(N12)=O)=O)C(=O)OCC)C